COC1=C2C(C(=C(OC2=CC(=C1)OC)C1=CC(=C(C(=C1)OC)OC)OC)OCCCCSC1=NC=NC2=CC(=C(C=C12)OC)OC)=O 5,7-dimethoxy-3-(4-((6,7-dimethoxyquinazolin-4-yl)thio)butoxy)-2-(3,4,5-trimethoxyphenyl)-4H-chromen-4-one